1-(1-(3-chloro-2-fluorophenyl)cyclopropyl)-4-((3-fluoro-6-(thiazol-2-ylamino)pyridin-2-yl)methyl)-2-methylpiperidine-4-carboxylic acid ClC=1C(=C(C=CC1)C1(CC1)N1C(CC(CC1)(C(=O)O)CC1=NC(=CC=C1F)NC=1SC=CN1)C)F